C1(=CC=CC=C1)NCO[Si](OC)(OC)C phenylamino-methyl-trimethoxy-silane